N,N'-(methyl(3-(1,1,1-trifluoro-N-((trifluoromethyl)sulfonyl)methylsulfonamido)propyl)silanediyl)bis(1,1,1-trifluoro-N-(trimethylsilyl)methanesulfonamide) C[Si](N(S(=O)(=O)C(F)(F)F)[Si](C)(C)C)(N(S(=O)(=O)C(F)(F)F)[Si](C)(C)C)CCCN(S(=O)(=O)C(F)(F)F)S(=O)(=O)C(F)(F)F